tert-butyl (1R,5S)-6-[5-[8-ethynyl-7-fluoro-3-(methoxymethoxy)-1-naphthyl]-4-fluoro-3-methyl-pyrrolo[2,3-c]pyridin-1-yl]-3-azabicyclo[3.1.0]hexane-3-carboxylate C(#C)C=1C(=CC=C2C=C(C=C(C12)C=1C(=C2C(=CN1)N(C=C2C)C2[C@@H]1CN(C[C@H]21)C(=O)OC(C)(C)C)F)OCOC)F